[2'-(3-chloro-1H-pyrrolo[2,3-b]pyridin-5-yl)-5',6'-dihydrospiro[piperidine-4,4'-pyrrolo[1,2-b]pyrazol]-1-yl](oxan-4-yl)methanone ClC1=CNC2=NC=C(C=C21)C=2C=C1N(N2)CCC12CCN(CC2)C(=O)C2CCOCC2